N1=C(C=CC=C1)[C@@H](CC(=O)O)C1(CC1)C(F)(F)F (3S)-3-(pyridin-2-yl)-3-[1-(trifluoromethyl)cyclopropyl]propanoic acid